FC1=C(C(=C(C=C1)[C@H]1[C@@H](O[C@](C1)(C(F)(F)F)C)C(=O)NC1=CC(=NC=C1)C(=O)N)OCCO)C |r| rac-4-((2R,3S,5R)-3-(4-fluoro-2-(2-hydroxyethoxy)-3-methylphenyl)-5-methyl-5-(trifluoromethyl)tetrahydrofuran-2-carboxamido)picolinamide